tert-butyl (8aS)-6-chloro-5-(2,3-diamino-6-fluorophenyl)-4-fluoro-8a,9,11,12-tetrahydropyrazino[2',1':3,4][1,4]oxazepino[5,6,7-de]quinazoline-10(8H)-carboxylate ClC1=C2C3=C(N=CN=C3C(=C1C1=C(C(=CC=C1F)N)N)F)N1[C@H](CO2)CN(CC1)C(=O)OC(C)(C)C